3-fluoro-4-[1-[3-[2-[(5-methyltetrazol-2-yl)methyl]-4-(trifluoromethyl)phenyl]propanoyl]-piperidin-4-yl]sulfonylbenzenesulfonamide FC=1C=C(C=CC1S(=O)(=O)C1CCN(CC1)C(CCC1=C(C=C(C=C1)C(F)(F)F)CN1N=C(N=N1)C)=O)S(=O)(=O)N